BETA-KETOADIPAT O=C(CC(=O)[O-])CCC(=O)[O-]